C(C)(=O)C1=NN(C2=CC=C(C=C12)[N+](=O)[O-])CC(=O)N(C1CC1)CC(=O)NCC1=C(C(=CC=C1)Cl)F 2-(3-acetyl-5-nitro-1H-indazol-1-yl)-N-(2-((3-chloro-2-fluorobenzyl)amino)-2-oxoethyl)-N-cyclopropylacetamide